2,3,8,8-tetramethyl-1,2,3,4,5,6,7,8-octahydro-2-naphthylmethyl ketone CC1(CC=2C(CCCC2CC1C)(C)C)CC(=O)CC1(CC=2C(CCCC2CC1C)(C)C)C